N-(1-(tert-butylsulfonyl)-2,3-dihydro-1H-pyrrolo[2,3-b]pyridin-6-yl)-2-(4,4-dimethyl-1,4-azasilinan-1-yl)-4-((2-hydroxyethyl)sulfonamido)benzamide C(C)(C)(C)S(=O)(=O)N1CCC=2C1=NC(=CC2)NC(C2=C(C=C(C=C2)NS(=O)(=O)CCO)N2CC[Si](CC2)(C)C)=O